1-(bromomethyl)-2-isopropylbenzene BrCC1=C(C=CC=C1)C(C)C